[Cl-].O=CC[NH3+] 2-oxoethylammonium chloride